2-allyl-1-[6-(1-hydroxy-1-methylethyl)pyridin-2-yl]-6-[(4-piperazin-1-ylphenyl)amino]-1,2-dihydro-3H-pyrazolo[3,4-d]pyrimidin-3-one C(C=C)N1N(C2=NC(=NC=C2C1=O)NC1=CC=C(C=C1)N1CCNCC1)C1=NC(=CC=C1)C(C)(C)O